C1(=CC=CC=C1)CCCOC=1C=C(CNCCO)C=CC1 2-((3-(3-phenylpropoxy)benzyl)amino)ethan-1-ol